4-[(4-tert-butoxy-2-{4-[5-chloro-2-(4,5-dihydro-1,2-oxazol-3-yl)phenyl]-5-methoxy-2-oxopyridin-1(2H)-yl}butanoyl)amino]benzoic acid methyl ester COC(C1=CC=C(C=C1)NC(C(CCOC(C)(C)C)N1C(C=C(C(=C1)OC)C1=C(C=CC(=C1)Cl)C1=NOCC1)=O)=O)=O